ClC=1C=C(C=CC1)C1(CC2=C(N=C(S2)N)CC1)N1CCCCC1 6-(3-chlorophenyl)-6-(piperidin-1-yl)-4,5,6,7-tetrahydrobenzothiazol-2-amine